FC1=C2C(=NN(C2=CC(=C1)C=1CCN(CC1)C(=O)OC(C)(C)C)C1OCCCC1)NC=1C=C(C=2N(C1)C=C(N2)C)F 1-tert-butyl 4-[4-fluoro-3-[(8-fluoro-2-methyl-imidazo[1,2-a]pyridin-6-yl)amino]-1-tetrahydropyran-2-yl-indazol-6-yl]-3,6-dihydro-2H-pyridine-1-carboxylate